ClC1=C(C(=O)NC2=C3C=NN(C3=CC=C2)C=2C=NC=C(C2)C(F)(F)F)C=C(C=C1)CNC(CC(C)(C)C)=O 2-chloro-5-{[(3,3-dimethylbutanoyl)amino]methyl}-N-{1-[5-(trifluoromethyl)pyridin-3-yl]-1H-indazole-4-yl}benzamide